F[C@@H]1[C@@H](C1)C(=O)NC1=CC2=C(C=N1)C(=C(N2C)C2=C(C=CC=C2)OC)C (1S,2S)-2-fluoro-N-(2-(2-methoxyphenyl)-1,3-dimethyl-1H-pyrrolo[3,2-c]pyridin-6-yl)cyclopropane-1-carboxamide